BrC=1SC2=C(N1)C(=C(C(=C2)OC)F)C 2-bromo-5-fluoro-6-methoxy-4-methylbenzo[d]thiazole